FC1CC(C1)C1=CC(=NN1)NC1=NC(=CN=C1)OC1CCNCC1 N-(5-((1r,3r)-3-fluorocyclobutyl)-1H-pyrazol-3-yl)-6-(piperidin-4-yloxy)pyrazin-2-amine